(5s,7r,8r,9s,10r)-10-(benzo[d][1,3]dioxol-5-ylmethoxy)-7-(hydroxymethyl)-9-(4-(3,4,5-trifluorophenyl)-1H-1,2,3-triazol-1-yl)-1,6-dioxaspiro[4.5]decan-8-ol O1COC2=C1C=CC(=C2)CO[C@@H]2[C@H]([C@H]([C@H](O[C@@]21CCCO1)CO)O)N1N=NC(=C1)C1=CC(=C(C(=C1)F)F)F